ClC1=C(C=C(C(=O)N2CC=3C(=NN4C3C(N(C[C@H]4C(=O)NC)CC4=CC=C(C=C4)S(=O)(=O)C4CC4)=O)C[C@H]2C)C=C1)C(F)(F)F (3R,7S)-2-(4-chloro-3-(trifluoromethyl)benzoyl)-9-(4-(cyclopropylsulfonyl)benzyl)-N,3-dimethyl-10-oxo-1,2,3,4,7,8,9,10-octahydropyrido[4',3':3,4]pyrazolo[1,5-a]pyrazine-7-carboxamide